S1C(=CC=C1C(=O)OCCCC)C(=O)OCCCC dibutyl 2,5-thiophenedicarboxylate